C(C)(C)(C)OC(NCCCN(C(C1=CC=C(C=C1)[N+](=O)[O-])=O)[C@H](C(C)(C)C)C=1N(C=C(N1)C1=C(C=CC(=C1)F)F)CC1=CC=CC=C1)=O tert-Butyl-{3-[{(1R)-1-[1-benzyl-4-(2,5-difluorophenyl)-1H-imidazol-2-yl]-2,2-dimethylpropyl}(4-nitrobenzoyl)amino]propyl}carbamat